3-(3,4-Methylendioxy-phenyl)-2-methylpropan-1-al platinum(II) [Pt+2].C1OC=2C=C(C=CC2O1)CC(C=O)C